2-(4-ethoxypiperidin-1-yl)-3-nitropyridine C(C)OC1CCN(CC1)C1=NC=CC=C1[N+](=O)[O-]